OP(CCC(C(=O)O)O)C 4-(hydroxy-(methyl)phosphino)2-hydroxybutyric acid